FC(C(CO)NC(OC(C)(C)C)=O)(F)F tert-butyl (1,1,1-trifluoro-3-hydroxypropan-2-yl)carbamate